(Z)-1-(3-hydroxy-2-(hydroxymethyl)propyl) 9-(non-2-en-1-yl) nonanedioate C(CCCCCCCC(=O)OCC=CCCCCCC)(=O)OCC(CO)CO